5-(cyclopropylethynyl)-3-((3aR,3bR,4aS,5R,5aS)-2,2-dimethylhexahydrocyclopropa[3,4]cyclopenta[1,2-d][1,3]dioxol-5-yl)-N-ethyl-3H-imidazo[4,5-b]pyridin-7-amine C1(CC1)C#CC1=CC(=C2C(=N1)N(C=N2)[C@@H]2[C@@H]1[C@H]([C@@H]3[C@H]2OC(O3)(C)C)C1)NCC